CC=1C=C(C=CC1)N(C1=C(C=C(C=C1)C1=CC(=C(N(C2=CC(=CC=C2)C)C2=CC(=CC=C2)C)C=C1)C)C)C1=CC(=CC=C1)C N,N,N',N'-Tetra-(3-methylphenyl)-3,3'-dimethylbenzidine